ClC=1C=CC(=C(C1)C1=CC=C(S1)[C@@H](C)NC(=O)C1=NN(C(C=C1)=O)C1=C(C=CC=C1)F)C=O N-[(1R)-1-[5-(5-chloro-2-formylphenyl)-2-thienyl]ethyl]-1-(2-fluorophenyl)-6-oxo-pyridazine-3-carboxamide